Tert-butyl-(4-((2-hydroxyethyl)(methyl)amino)-2-methoxy-5-nitrobenzene) carbamate C(N)(O)=O.C(C)(C)(C)C1=C(C=C(C(=C1)[N+](=O)[O-])N(C)CCO)OC